Cl[Si](CCCC#N)(CCCC)CCCC 4-[chloro(di-n-butyl)silyl]butanenitrile